nitro-arginine [N+](=O)([O-])N[C@@H](CCCNC(N)=N)C(=O)O